((2S,5S)-5-(8-amino-1-(4-phenoxyphenyl)imidazo[1,5-a]pyrazin-3-yl)tetrahydro-2H-pyran-2-yl)methanol NC=1C=2N(C=CN1)C(=NC2C2=CC=C(C=C2)OC2=CC=CC=C2)[C@@H]2CC[C@H](OC2)CO